C(C)OC(=O)C1(CN(CCC1)C(C(C)OC1=CC=C2C(=CC(OC2=C1)=O)C1=C(C=CC=C1)Cl)=O)C 1-[2-[4-(2-chlorophenyl)-2-oxo-chromen-7-yl]oxypropionyl]-3-methyl-piperidine-3-carboxylic acid ethyl ester